o-toluidine hydrogen fluoride salt F.NC=1C(=CC=CC1)C